[Sn].[Cu].[C] carbon copper tin